6-((2-((3R)-3-amino-4,4-difluoro-1-piperidinyl)-5-(trifluoromethyl)-1H-benzoimidazol-1-yl)methyl)-3-pyridinecarbonitrile N[C@@H]1CN(CCC1(F)F)C1=NC2=C(N1CC1=CC=C(C=N1)C#N)C=CC(=C2)C(F)(F)F